ethyl 3-(2,2,2-trifluoroethoxy)-1H-pyrazole-5-carboxylate FC(COC1=NNC(=C1)C(=O)OCC)(F)F